(6-methoxy-[2,4'-bipyridyl]-5-yl)-5-methyl-3-phenylisoxazole-4-carboxamide COC1=C(C=CC(=N1)C1=CC=NC=C1)NC(=O)C=1C(=NOC1C)C1=CC=CC=C1